N-vinyl-4,4-dimethyl-2-piperidone C(=C)N1C(CC(CC1)(C)C)=O